ClC1=C(C(=O)N2COC3=C(C2)C=CC=C3C3=CC(=C(C(=O)OC)C=C3F)N3C2COCC3CC2)C(=CC(=C1)C#N)Cl methyl 4-[3-(2,6-dichloro-4-cyanobenzoyl)-2,4-dihydro-1,3-benzoxazin-8-yl]-5-fluoro-2-(3-oxa-8-Azabicyclo[3.2.1]octan-8-yl)benzoate